(R)-2-((4-(6-((4-Cyano-2-fluorobenzyl)oxy)pyridin-2-yl)piperidin-1-yl)methyl)-4-(1-fluoroethoxy)-1-methyl-1H-benzo[d]imidazole-6-carboxylic acid C(#N)C1=CC(=C(COC2=CC=CC(=N2)C2CCN(CC2)CC2=NC3=C(N2C)C=C(C=C3O[C@@H](C)F)C(=O)O)C=C1)F